CC1=C(C=C(O)C=C1C)O 4,5-dimethylresorcinol